FC1=CC=C(C=C1)C(C1CN(CCC1)S(=O)(=O)NC1=CC=C(C=C1)OC(F)(F)F)C1=CC=C(C=C1)F 3-(bis(4-fluorophenyl)methyl)-N-(4-(trifluoromethoxy)phenyl)piperidine-1-sulfonamide